C1(CCCC1)N(C(=O)OCC1=C(C=NN1C)C1=CC=C(C=N1)O[C@@H]1C[C@H](CCC1)C(=O)O)C (1S,3S)-3-((6-(5-(((cyclopentyl-(methyl)carbamoyl)oxy)methyl)-1-methyl-1H-pyrazol-4-yl)pyridin-3-yl)oxy)cyclohexane-1-carboxylic acid